C(=O)O.C(=O)O.CN1C(=NC=C1C)N1C[C@@H]2N(CC3=C(C=C4C=C(C(NC4=C3)=O)CC)OCC2)CC1 (R)-3-(1,5-dimethyl-1H-imidazol-2-yl)-10-ethyl-2,3,4,4a,5,6-hexahydro-1H,12H-pyrazino[1',2':5,6][1,5]oxazocino[2,3-g]quinolin-11(14H)-one diformate